C(C)OC(CCCCC)=O.[Sn] Tin ethylhexanoate